C1(CC1)CN[C@H]1CN(CCC1)C1=CC(N(C=C1)C(C)N1N=NC(=C1)C=1C=NC=C(C1)N1CC2(CC2(F)F)C1)=O 4-((R)-3-((cyclopropylmethyl)amino)piperidin-1-yl)-1-(1-(4-(5-(1,1-difluoro-5-azaspiro[2.3]hexan-5-yl)pyridin-3-yl)-1H-1,2,3-triazol-1-yl)ethyl)pyridin-2(1H)-one